C(C)OC(C(C)(C)SC=1C=C(C=CC1)N1C(=CC2=CC=C(C=C12)OC(F)(F)F)C(=O)O)=O 1-(3-((1-ethoxy-2-methyl-1-oxopropan-2-yl)thio)phenyl)-6-(trifluoromethoxy)-1H-indole-2-carboxylic acid